3-methyl-4-oxo-1H-quinoline-2-carboxylic acid CC1=C(NC2=CC=CC=C2C1=O)C(=O)O